3''-[1,3,5-benzenetriyl-tris(carbonylimino)]tribenzoic acid C1(=CC(=CC(=C1)C(=O)NC1=C(C(=O)O)C=CC=C1)C(=O)NC1=C(C(=O)O)C=CC=C1)C(=O)NC1=C(C(=O)O)C=CC=C1